N,N'-diethylimidazolinium C(C)[NH+]1CN(CC1)CC